COC=1C=C(C=CC1)C1=CC(=NN1CC1=C(C=CC=C1)OC)COC(C(=O)O)(C)C 2-[[5-(3-Methoxyphenyl)-1-[(2-methoxyphenyl)methyl]pyrazol-3-yl]methoxy]-2-methyl-propanoic acid